C(CCCCCCC=C)OCC(COC(C1=CC=CC=C1)(C1=CC=CC=C1)C1=CC=CC=C1)O 1-non-8-enoxy-3-trityloxy-propan-2-ol